(E)-6-(6-(2-aminoethoxy)pyridin-3-yl)-N'-(2-fluoro-5-methoxybenzylidene)pyrazine-2-carbohydrazide NCCOC1=CC=C(C=N1)C1=CN=CC(=N1)C(=O)N/N=C/C1=C(C=CC(=C1)OC)F